7-bromo-2,4,6-trichloro-8-fluoroquinoline-3-carbonitril BrC1=C(C=C2C(=C(C(=NC2=C1F)Cl)C#N)Cl)Cl